C(C)(C)(C)OC(=O)N1CCC(CC1)C1=CC=CC(=N1)OCC1=NC=C(C(=O)O)C=C1 6-(((6-(1-(tert-butoxycarbonyl)piperidin-4-yl)pyridin-2-yl)oxy)-methyl)nicotinic acid